propane-1,3-diylbis(4-(3-(trifluoromethyl)-3H-diazirin-3-yl) Benzoate) C(CCC1=C(C(=O)[O-])C=CC(=C1)C1(N=N1)C(F)(F)F)C1=C(C(=O)[O-])C=CC(=C1)C1(N=N1)C(F)(F)F